N-(2-(4-((3,5-difluoro-4-(trifluoromethoxy)benzyl)amino)butoxy)ethyl)-6-(1,2,3-thiadiazol-5-yl)-1H-indazol-4-amine FC=1C=C(CNCCCCOCCNC=2C=3C=NNC3C=C(C2)C2=CN=NS2)C=C(C1OC(F)(F)F)F